7-bromo-5-(methylthio)-1,3-dihydro-10H-furo[3,4-d]pyrazino[1,2-a]pyrimidin-10-one BrC=1N=C(C=2N(C(C3=C(N2)COC3)=O)C1)SC